N[C@@H]1COCC12CCN(CC2)C=2N(C(C=1C(N2)=NN(C1C1=C(C2=CN(N=C2C=C1)C)Cl)CC1=CC=C(C=C1)OC)=O)C 6-[(4S)-4-Amino-2-oxa-8-azaspiro[4.5]decan-8-yl]-3-(4-chloro-2-methyl-2H-indazol-5-yl)-2-[(4-methoxy-phenyl)methyl]-5-methyl-2H,4H,5H-pyrazolo[3,4-d]pyrimidin-4-one